C(N)(=O)C1=CC(=C(C=C1)[C@@H]1OC2=C(C=CC=C2C=C1)C1CCN(CC1)CC1=NC=2C(=NC(=CC2)C(=O)O)N1C[C@H]1OCC1)F 2-((4-((R)-2-(4-carbamoyl-2-fluorophenyl)-2H-chromen-8-yl)piperidin-1-yl)methyl)-3-(((S)-oxetan-2-yl)methyl)-3H-imidazolo[4,5-b]pyridine-5-carboxylic acid